(R)-N-((3-(3-fluoro-4-(4-(oxetan-3-yl)piperazin-1-yl)phenyl)-2-oxooxazolidin-5-yl)methyl)-2-hydroxyacetamide FC=1C=C(C=CC1N1CCN(CC1)C1COC1)N1C(O[C@@H](C1)CNC(CO)=O)=O